N1C(=NC2=C1C=CC=C2)N[C@@H]2C[C@H](C1=C2C=C(C=2C=C(N=CC12)C1CC1)S(=O)(=O)NCC(C)C)NC1=NC2=C(N1)C=CC=C2 |r| trans-(7RS,9RS)-7,9-bis(1H-benzimidazol-2-ylamino)-3-cyclopropyl-N-(2-methylpropyl)-8,9-dihydro-7H-cyclopenta[h]isoquinoline-5-sulfonamide